OCCC(CNC1=C(C(=C(C=C1)CCC(=O)O)C)[N+](=O)[O-])C1=CC=C(C=C1)C(F)(F)F.CC1=C(C=CC=C1C)C(C(=O)NCC1=CC=NC=C1)NCCC1CCNCC1 2-(2,3-dimethylphenyl)-2-[(2-piperidine-4-ylethyl)amino]-N-(pyridine-4-ylmethyl)acetamid 3-[4-({4-hydroxy-2-[4-(trifluoromethyl)phenyl]butyl}amino)-2-methyl-3-nitrophenyl]propanoate